6-((5S)-1,4-diazabicyclo[3.2.1]Octane-4-yl)-N-(6-(5-fluoro-2-methylphenyl)-5-(trifluoromethyl)pyridin-2-yl)pyridine-2-sulfonamide N12CCN([C@@H](CC1)C2)C2=CC=CC(=N2)S(=O)(=O)NC2=NC(=C(C=C2)C(F)(F)F)C2=C(C=CC(=C2)F)C